Fmoc-trans-(1R/S,2R/S)-2-aminocyclohexanecarboxylic acid C(=O)(OCC1C2=CC=CC=C2C2=CC=CC=C12)[C@]1([C@@H](CCCC1)N)C(=O)O |r|